NCC=1C=C(C=CC1)N1N=C(C=C1C(=O)NC1=C(C=CC(=C1)C(NCC1CC1)C1=CC(=CC=C1)C#N)F)C(F)(F)F (+)-1-(3-(aminomethyl)phenyl)-N-(5-((3-cyanophenyl)(cyclopropylmethylamino)methyl)-2-fluorophenyl)-3-(trifluoromethyl)-1H-pyrazole-5-carboxamide